Zinc diethyldithiocarbamate C(C)N(C([S-])=S)CC.[Zn+2].C(C)N(C([S-])=S)CC